C(C)(C)(C)OC(=O)N1C(CCC=CC1)C1=C(C(=CC=2OCCOC21)NC2=NC(=CC(=N2)C)NC)Cl (6-chloro-7-((4-methyl-6-(methylamino)pyrimidin-2-yl)amino)-2,3-dihydrobenzo[b][1,4]dioxin-5-yl)-2,3,4,7-tetrahydro-1H-azepine-1-carboxylic acid tert-butyl ester